Cl.COCCOCCOC1=CC=C(C=N1)NC=1C=CC=2C[C@@H]3[C@@H]4CCCC[C@@]4(C2C1)CCN3C N-{6-[2-(2-methoxyethoxy)ethoxy]pyridin-3-yl}-17-methylmorphinan-3-amine hydrochloride salt